(S)-N-((5-(4-(5,5-difluoro-2-oxotetrahydropyrimidin-1(2H)-yl)tetrahydro-2H-pyran-4-yl)benzo[d]oxazol-2-yl)(4,4-difluorocyclohexyl)methyl)-4-methyl-1,2,5-oxadiazole-3-carboxamide FC1(CNC(N(C1)C1(CCOCC1)C=1C=CC2=C(N=C(O2)[C@@H](NC(=O)C2=NON=C2C)C2CCC(CC2)(F)F)C1)=O)F